C(C)(=O)O[C@@H]1O[C@](C(C1O)=C)(CO)N1N=CC=2C1=NC(=NC2N2CC1C(C2)CC(C1)(F)F)Cl (2S,4R,5R)-acetoxy-5-(6-chloro-4-(5,5-difluorohexahydrocyclopenta[c]pyrrol-2(1H)-yl)-1H-pyrazolo[3,4-d]pyrimidin-1-yl)-5-(hydroxymethyl)-4-methylenetetrahydrofuran-3-ol